N-[1-[(7-cyano-2-formyl-2,3-dihydro-1H-inden-5-yl)oxymethyl]cyclopropyl]carbamic acid tert-butyl ester C(C)(C)(C)OC(NC1(CC1)COC=1C=C2CC(CC2=C(C1)C#N)C=O)=O